O=C(CC1CC(NC1)C(=O)O)NC1=CC=C(C=C1)C1=CC(=CC=C1)OC(F)(F)F 4-(2-oxo-2-((3'-(trifluoromethoxy)-[1,1'-biphenyl]-4-yl)amino)ethyl)pyrrolidine-2-carboxylic acid